n-hexylmethyl-isobutyl-methanol C(CCCCC)C(O)(CC(C)C)C